FC1=CC(=C(C=C1)N1C(C(=CC=C1)C(=O)NC=1C=NC(=CC1)OCC(F)(F)F)=O)OCCOC 1-[4-fluoro-2-(2-methoxyethoxy)phenyl]-2-oxo-N-[6-(2,2,2-trifluoroethoxy)pyridin-3-yl]-1,2-dihydropyridine-3-carboxamide